3-bromo-2-methoxy-5-((4-methylpyridin-3-yl)ethynyl)pyridin-4-amine BrC=1C(=NC=C(C1N)C#CC=1C=NC=CC1C)OC